1-Docosanol C(CCCCCCCCCCCCCCCCCCCCC)O